C(C)(C)(C)OCCO monoethylene glycol tert-butyl ether